N1=CC=CC=2C(CCCC12)=O 7,8-dihydro-6H-quinolin-5-one